magnesium D-mandelate C([C@H](O)C1=CC=CC=C1)(=O)[O-].[Mg+2].C([C@H](O)C1=CC=CC=C1)(=O)[O-]